OCC1=C2C=C(N=CC2=C(N=C1)NC)NC(=O)C1CC1 N-[5-(hydroxymethyl)-8-(methylamino)-2,7-naphthyridin-3-yl]cyclopropanecarboxamide